1-allyl-3,4-dichloro-5-hydroxy-1H-pyrrol C(C=C)N1C=C(C(=C1O)Cl)Cl